2-(2-(difluoromethyl)-4-fluorophenyl)-4,4,5,5-tetramethyl-1,3,2-dioxaborolan FC(C1=C(C=CC(=C1)F)B1OC(C(O1)(C)C)(C)C)F